1-(4-((1s,3s)-1-HYDROXY-3-METHYL-CYCLOBUTYL)PYRIDIN-2-YL)-N-(1-METHYL-1H-INDAZOL-7-YL)-1H-PYRAZOLE-4-SULFONAMIDE OC1(CC(C1)C)C1=CC(=NC=C1)N1N=CC(=C1)S(=O)(=O)NC=1C=CC=C2C=NN(C12)C